5-{(3S)-5-fluoro-7-hydroxy-3-[(4-hydroxy-3,3-dimethylbutyl)amino]-3,4-dihydro-2H-1-benzothiopyran-6-yl}-1λ6,2,5-thiadiazolidine-1,3-dione FC1=C(C(=CC2=C1C[C@@H](CS2)NCCC(CO)(C)C)O)N2CC(N[SH2]2=O)=O